FC1=C(C=CC(=C1C)OC1=CC2=C(N(C=N2)C)C=C1)NC=1C2=C(N=CN1)C=CC(=N2)C2=CC[C@H](N(C2)C(=O)OC(C)(C)C)C tert-butyl (R)-5-(4-((2-fluoro-3-methyl-4-((1-methyl-1H-benzo[d]imidazol-5-yl)oxy)phenyl)amino)pyrido[3,2-d]pyrimidin-6-yl)-2-methyl-3,6-dihydropyridine-1(2H)-carboxylate